CC(CCN(C)C)N(C)C N,N,N,N-Tetramethyl-1,3-butanediamine